C(CC)OC(C(CC(=O)[O-])=O)(CC)CC.[Al+3].C(CC)OC(C(CC(=O)[O-])=O)(CC)CC.C(CC)OC(C(CC(=O)[O-])=O)(CC)CC aluminum propoxybisethylacetoacetate